2-(endo-3-amino-8-aza-bicyclo[3.2.1]octan-8-yl)-5-(6-fluoro-2-methyl-2H-indazol-5-yl)-3-methyl-3,7-dihydro-4H-pyrrolo[2,3-d]pyrimidin-4-one NC1CC2CCC(C1)N2C=2N(C(C1=C(N2)NC=C1C1=CC2=CN(N=C2C=C1F)C)=O)C